2-((S)-1-Acryloyl-4-((R)-7-(2,3-dihydro-4H-benzo[b][1,4]oxazin-4-yl)-2-(3-(dimethylamino)azetidin-1-yl)-5,6,7,8-tetrahydroquinazolin-4-yl)piperazin-2-yl)acetonitrile C(C=C)(=O)N1[C@H](CN(CC1)C1=NC(=NC=2C[C@@H](CCC12)N1C2=C(OCC1)C=CC=C2)N2CC(C2)N(C)C)CC#N